N-(1-METHYL-1H-INDAZOL-7-YL)-6-(5-(TRIFLUOROMETHYL)-1H-PYRAZOL-1-YL)PYRIDINE-3-SULFONAMIDE CN1N=CC2=CC=CC(=C12)NS(=O)(=O)C=1C=NC(=CC1)N1N=CC=C1C(F)(F)F